2-phenyl-6,7-dihydro-5H-pyrrolo[2,1-c][1,2,4]triazol-2-ium chloride [Cl-].C1(=CC=CC=C1)[N+]=1N=C2N(C1)CCC2